BrC1=C(C(=C(C=O)C(=C1)Cl)Cl)C 4-bromo-2,6-dichloro-3-methylbenzaldehyde